(R)-N-(4-(benzo[d][1,3]dioxol-5-yl)-5,6,7,8-tetrahydroisoquinolin-8-yl)propanamide O1COC2=C1C=CC(=C2)C2=CN=CC=1[C@@H](CCCC21)NC(CC)=O